N-(4-fluoro-5-(((2R,4R)-4-((6-methoxypyrimidin-4-yl)oxy)-2-methylpyrrolidin-1-yl)methyl)thiazol-2-yl)acetamide FC=1N=C(SC1CN1[C@@H](C[C@H](C1)OC1=NC=NC(=C1)OC)C)NC(C)=O